C(C)(C)(C)N1N(C(=C(C1C1=C(C(=C(C=C1)Br)F)F)C#N)N)C1(CC1)C Tert-butyl-5-amino-3-(4-bromo-2,3-difluorophenyl)-1-(1-methylcyclopropyl)pyrazole-4-carbonitrile